1-(2-(2-(1-methyl-1H-pyrazol-4-yl)ethoxy)-6-morpholinopyrimidin-4-yl)-1H-pyrazole-3-carboxylic acid CN1N=CC(=C1)CCOC1=NC(=CC(=N1)N1N=C(C=C1)C(=O)O)N1CCOCC1